ClC=1C=C(C=NC1CS(=O)(=O)C)NC=1N=CC2=C(N1)CN(CC2)C2=C(C1=C(OCCN1C(=O)OC(C)(C)C)N=C2)C tert-butyl 7-(2-{[5-chloro-6-(methanesulfonylmethyl) pyridin-3-yl] amino}-5H,6H,7H,8H-pyrido[3,4-d]pyrimidin-7-yl)-8-methyl-1H,2H,3H-pyrido[2,3-b][1,4]oxazine-1-carboxylate